BrCC(CO[Si](C1=CC=CC=C1)(C1=CC=CC=C1)C(C)(C)C)=C ((2-(bromomethyl)-allyl)oxy)(tert-butyl)diphenylsilane